4-(((3S,5S)-5-fluoropiperidin-3-yl)amino)-6-(4-(2-hydroxy-2-methylpropoxy)phenyl)pyrido[3,2-d]pyrimidine-8-carboxamide F[C@H]1C[C@@H](CNC1)NC=1C2=C(N=CN1)C(=CC(=N2)C2=CC=C(C=C2)OCC(C)(C)O)C(=O)N